4'-{[(3S)-3-ethyl-1-{[4-(propan-2-yl)phenyl]carbamoyl}-D-prolyl]amino}[1,1'-biphenyl]-4-carboxylic acid C(C)[C@@H]1[C@@H](N(CC1)C(NC1=CC=C(C=C1)C(C)C)=O)C(=O)NC1=CC=C(C=C1)C1=CC=C(C=C1)C(=O)O